2-(3-(2-((1,5-dimethyl-1H-pyrazol-3-yl)amino)-5-methylpyrimidin-4-yl)-1H-indol-7-yl)-4-(2-(piperazin-1-yl)pyridin-4-yl)isoindolin-1-one CN1N=C(C=C1C)NC1=NC=C(C(=N1)C1=CNC2=C(C=CC=C12)N1C(C2=CC=CC(=C2C1)C1=CC(=NC=C1)N1CCNCC1)=O)C